(E)-N-(3-(6-amino-5-(2-(4-methoxy-N-methylbut-2-enamido)ethoxy)pyrimidin-4-yl)-5-fluoro-2-methylphenyl)-4-cyclopropyl-2-fluorobenzamide NC1=C(C(=NC=N1)C=1C(=C(C=C(C1)F)NC(C1=C(C=C(C=C1)C1CC1)F)=O)C)OCCN(C(\C=C\COC)=O)C